N-glycidyl-N,N-diallylammonium C(C1CO1)[NH+](CC=C)CC=C